C1(=C(C(=C(C2=C(C(=C(C(=C12)[2H])[2H])[2H])[2H])[2H])[2H])[2H])C(=O)O naphthoic acid-d7